2,3-dihydroxy-4-n-decyloxybenzophenone OC1=C(C(=O)C2=CC=CC=C2)C=CC(=C1O)OCCCCCCCCCC